[(p-methoxyphenyl)methyl][(tetrahydro-2H-pyran-4-yl)methyl]amine COC1=CC=C(C=C1)CNCC1CCOCC1